ClC=1C(=NC(=NC1)NC1=NC=NN2C1=CC=C2)NC2=C(C=CC=C2)P(C)(C)=O (2-((5-Chloro-2-(pyrrolo[2,1-f][1,2,4]triazin-4-ylamino)pyrimidin-4-yl)amino)phenyl)dimethyl-Phosphine oxide